Cl.ClC=1N=C2C(=NC1Cl)C=NC(=C2)Cl 2,3,7-trichloropyrido[3,4-b]pyrazine hydrochloride